2-(1H-indol-6-yl)-4-(3,4,5-trimethoxyphenyl)-1H-imidazo[4,5-c]pyridine N1C=CC2=CC=C(C=C12)C=1NC2=C(C(=NC=C2)C2=CC(=C(C(=C2)OC)OC)OC)N1